O1C(CCC=C1)=O Dihydro-Pyran-2-One